(E)-4-((4-(4-(trifluoromethyl)piperidin-1-yl)phenyl)amino)benzaldehyde oxime FC(C1CCN(CC1)C1=CC=C(C=C1)NC1=CC=C(/C=N/O)C=C1)(F)F